(6R)-1,4,5-trimethyl-6-[1-(1-methyl-2-vinyloxy-ethoxy)ethoxy]cyclohexene CC1=CCC(C([C@H]1OC(C)OC(COC=C)C)C)C